tert-butyl 2-((((1s,4s)-4-(2-hydroxy-6-methylphenyl) cyclohexyl) oxy) methyl)-3-oxopyrrolidine-1-carboxylate OC1=C(C(=CC=C1)C)C1CCC(CC1)OCC1N(CCC1=O)C(=O)OC(C)(C)C